6-methyl-1-phenyl-3-(phenylsulfonyl)-1'-(1-(tetrahydro-2H-pyran-2-yl)-1H-pyrazol-4-yl)-3,6-dihydro-7H-spiro[dipyrrolo[2,3-b:3',2'-d]pyridine-8,4'-piperidin]-7-one CN1C(C2(CCN(CC2)C=2C=NN(C2)C2OCCCC2)C2=C3C(=NC=C21)N(C=C3C3=CC=CC=C3)S(=O)(=O)C3=CC=CC=C3)=O